ClC1=CC=C(C=C1)NC1=NC=2C=C(C=CC2C=2N1C=C(N2)C)C(=O)OC Methyl 5-((4-chlorophenyl)amino)-2-methylimidazo[1,2-c]quinazoline-8-carboxylate